C1(CCCC1)CC(=O)NCC1=C(N=NN1C)C1=CC=C(C(=N1)C)O[C@@H]1C[C@H](CCC1)C(=O)O (1S,3S)-3-((6-(5-((2-cyclopentylacetylamino)methyl)-1-methyl-1H-1,2,3-triazol-4-yl)-2-methylpyridin-3-yl)oxy)cyclohexanecarboxylic acid